C1(=CC=CC=C1)[C@H]1NOCC1 (S)-3-phenylisooxazolidine